CC=1C=C2C(C=C(OC2=C(C1)C(C)NC1=C(C(=O)O)C=CC=C1)C1=CC=C2C(=N1)NC(=C2)C)=O 2-[1-[6-Methyl-2-(2-methyl-1H-pyrrolo[2,3-b]pyridin-6-yl)-4-oxo-chromen-8-yl]ethylamino]benzoic acid